NC1=C(C(=NN1C)C)C1=C(C=C(C#N)C=C1)Cl 4-(5-amino-1,3-dimethyl-1H-pyrazol-4-yl)-3-chloro-benzonitrile